5-({[1-(4-chloro-2-fluorophenyl)cyclopropyl]carbonyl}amino)-3-fluoro-2-[1-(prop-2-yl)-1H-pyrazol-4-yl]benzoic acid ClC1=CC(=C(C=C1)C1(CC1)C(=O)NC=1C=C(C(=C(C(=O)O)C1)C=1C=NN(C1)C(C)C)F)F